1-(2,4-dichlorophenyl)-5-isopropylpyrazole ClC1=C(C=CC(=C1)Cl)N1N=CC=C1C(C)C